1,4-dimercaptoterephthalic acid SC1(C(=O)O)C=CC(C(=O)O)(C=C1)S